tert-butyl 2-[2-fluoro-4-(trifluoromethyl)phenyl]-3-(pyridin-4-yl)-6,7-dihydropyrazolo[1,5-a]pyrazine-5(4H)-carboxylate FC1=C(C=CC(=C1)C(F)(F)F)C1=NN2C(CN(CC2)C(=O)OC(C)(C)C)=C1C1=CC=NC=C1